BrC1=CC=C(C=C1)O[Si](C)(C)C(C)(C)C (4-bromophenyloxy)(tert-butyl)dimethylsilane